4-(tert-butyloxycarbonyl)benzyl bromide C(C)(C)(C)OC(=O)C1=CC=C(CBr)C=C1